5,6,7-tri(dodecyloxy)-3-methoxyphenanthrene-9-carbonitrile C(CCCCCCCCCCC)OC1=C2C=3C=C(C=CC3C=C(C2=CC(=C1OCCCCCCCCCCCC)OCCCCCCCCCCCC)C#N)OC